C(C)(C)(C)OC(=O)N1C[C@@](CCC1)(F)C=1OC2=C(N1)C=C(C=C2)C2=NC=NC(=C2)C#N (R)-3-(5-(6-cyanopyrimidin-4-yl)benzo[d]Oxazol-2-yl)-3-fluoropiperidine-1-carboxylic acid tert-butyl ester